ClC=1C=CC2=C(NC(NC2=O)=O)N1 7-chloro-1H,3H-pyrido[2,3-d]pyrimidine-2,4-dione